2-chloro-6,3'-difluoro-[1,1'-biphenyl] ClC1=C(C(=CC=C1)F)C1=CC(=CC=C1)F